1-benzoyl-N-(6-(1-methyl-5-(piperidin-1-ylmethyl)-1H-pyrazol-4-yl)isoquinolin-3-yl)piperidine-4-carboxamide N,N-dimethylaminophosphordiamidate CNN(P(O)(=O)N)NC.C(C1=CC=CC=C1)(=O)N1CCC(CC1)C(=O)NC=1N=CC2=CC=C(C=C2C1)C=1C=NN(C1CN1CCCCC1)C